NC=1SC2=C(N1)CC[C@@]1([C@H]3CC[C@]4([C@H]([C@@H]3CC=C12)CCC4(O)C#C)C)C (5aR,5bS,7aS,10aS,10bR)-2-amino-8-ethynyl-5a,7a-dimethyl-5,5a,5b,6,7,7a,8,9,10,10a,10b,11-dodecahydro-4H-cyclopenta[7,8]phenanthro[2,1-d]thiazol-8-ol